C1(CCC1)N1C=CC(=CC=C1)N1CCC(CC1)C=1C=CC2=C(N(C(=N2)C2=CC=C(C=C2)S(=O)(=O)C)C)C1F 6-(1-(1-cyclobutylazepin-4-yl)piperidin-4-yl)-7-fluoro-1-methyl-2-(4-(methylsulfonyl)phenyl)-1H-benzo[d]imidazole